2-(5-(2-Cyanoprop-2-yl)-2-methoxybenzyl)-3-oxobutanoic acid ethyl ester C(C)OC(C(C(C)=O)CC1=C(C=CC(=C1)C(C)(C)C#N)OC)=O